4-(trifluoromethyl)pyridine-3-sulfonamide FC(C1=C(C=NC=C1)S(=O)(=O)N)(F)F